C(CC)(=O)C=1C=C(C#N)C=C(C1)C(F)(F)F 3-propionyl-5-(trifluoromethyl)benzonitrile